phenyl-trimethyl-phosphonium C1(=CC=CC=C1)[P+](C)(C)C